3-(5-((4-benzyl-1H-1,2,3-triazol-1-yl)methyl)-1-oxoisoindolin-2-yl)piperidine-2,6-dione C(C1=CC=CC=C1)C=1N=NN(C1)CC=1C=C2CN(C(C2=CC1)=O)C1C(NC(CC1)=O)=O